9-phenyl-2-(4,4,5,5-tetramethyl-1,3,2-dioxaborolan-2-yl)-9H-carbazole C1(=CC=CC=C1)N1C2=CC=CC=C2C=2C=CC(=CC12)B1OC(C(O1)(C)C)(C)C